6-Amino-3-((1s,3s)-4'-chloro-3-methoxy-1',2'-dihydrospiro[cyclobutane-1,3'-pyrrolo[2,3-b]pyridin]-5'-yl)-2-fluoro-N,N-dimethylbenzamide NC1=CC=C(C(=C1C(=O)N(C)C)F)C=1C(=C2C(=NC1)NCC21CC(C1)OC)Cl